2-[(1S,4S)-5,5-difluoro-2-azabicyclo[2.2.1]hept-2-yl]-N-(2-sulfamoyl-4-pyridyl)-5-(trifluoromethyl)pyridine-3-carboxamide FC1([C@@H]2CN([C@H](C1)C2)C2=NC=C(C=C2C(=O)NC2=CC(=NC=C2)S(N)(=O)=O)C(F)(F)F)F